(5S)-2-[(6-Chloropyridin-2-yl)methyl]-3-oxo-2,3,5,6,7,8-hexahydro[1,2,4]triazolo[4,3-a]pyridine-5-carboxylic acid ClC1=CC=CC(=N1)CN1N=C2N([C@@H](CCC2)C(=O)O)C1=O